ClC1=NC=C2C=C(N=C(C2=C1)NC(C)C)C=NO 7-chloro-1-(isopropylamino)-2,6-naphthyridine-3-formaldoxime